(2,2,2-trifluoro-1-(2-fluoro-5'-formyl-2'-hydroxy-[1,1'-biphenyl]-4-yl)ethyl)-L-leucine methyl ester COC([C@@H](NC(C(F)(F)F)C1=CC(=C(C=C1)C1=C(C=CC(=C1)C=O)O)F)CC(C)C)=O